The molecule is a benzoate ester that is ethyl 4-hydroxybenzoate in which the phenolic hydrogen has been replaced by a sulfo group. It is an aryl sulfate, a benzoate ester and an ethyl ester. It derives from a 4-hydroxybenzoic acid. It is a conjugate acid of an ethyl 4-hydroxybenzoate sulfate(1-). CCOC(=O)C1=CC=C(C=C1)OS(=O)(=O)O